(R)-benzyl 2-hydroxy-3-(4-((methoxycarbonyl)amino)phenyl)propanoate O[C@@H](C(=O)OCC1=CC=CC=C1)CC1=CC=C(C=C1)NC(=O)OC